[5,2]benzoxazonine C1=NC=COC=CC2=C1C=CC=C2